methyl 4-(bromomethyl)-2-methyl-benzoate BrCC1=CC(=C(C(=O)OC)C=C1)C